OCCS(=O)(=O)C=1C=C(C=CC1)[N+](=O)[O-] 3-(beta-hydroxyethyl-sulfonyl)-nitrobenzene